C(C)(=O)OC1(C)CCC(C(=C)C)CC1 beta-terpineol acetate